5-(4-((1-(2-(1H-1,2,4-triazol-1-yl)ethyl)-1,2,3,6-tetrahydropyridin-4-yl)ethynyl)phenyl)-3-((2-((1S)-1-((tetrahydro-2H-pyran-2-yl)oxy)ethyl)-1H-imidazol-1-yl)methyl)isoxazole N1(N=CN=C1)CCN1CCC(=CC1)C#CC1=CC=C(C=C1)C1=CC(=NO1)CN1C(=NC=C1)[C@H](C)OC1OCCCC1